N1=CC=NC2=CC(=CC=C12)NC(C(CCOC)N1C(C=C(C(=C1)OC)C1=C(C=CC(=C1)Cl)C=1OC(=NN1)C(F)F)=O)=O N-(quinoxalin-6-yl)-2-[4-{5-chloro-2-[5-(difluoromethyl)-1,3,4-oxadiazol-2-yl]phenyl}-5-methoxy-2-oxopyridin-1(2H)-yl]-4-methoxybutyramide